C1(CCCC1)C=1N=C(N(C1)C(=O)NCCCOC1=CC=CC=C1)OC Cyclopentyl-2-methoxy-N-(3-phenoxypropyl)-1H-imidazole-1-carboxamide